Cl.CC(CN)(NC)C1=CSC=C1 1,N1-dimethyl-1-(thiophen-3-yl)ethane-1,2-diamine hydrochloride